C12(CC(C1)(C2)C(=O)[O-])C(=O)[O-].[Na+].[Na+] sodium bicyclo[1.1.1]pentane-1,3-dicarboxylate